2H-cyclopenta[B]furan-2-one O1C=2C(=CC1=O)C=CC2